Perylene boron [B].C1=CC=C2C=CC=C3C4=CC=CC5=CC=CC(C1=C23)=C45